C(#N)\N=C(\NC[C@H](CC1=CC=CC=C1)N(C)C)/NC(CC=1C=NC=CC1)C (Z)-2-cyano-1-((S)-2-(dimethylamino)-3-phenylpropyl)-3-(1-(pyridin-3-yl)propan-2-yl)guanidine